3-Bromo-6-(oxetan-3-ylmethoxy)imidazo[1,2-b]pyridazine BrC1=CN=C2N1N=C(C=C2)OCC2COC2